ClC1=C(CNC(=O)C2C=3C=CC=NC3C(CC2)=O)C(=CC(=C1)Cl)C N-(2,4-dichloro-6-meth-ylbenzyl)-8-oxo-5,6,7,8-tetrahydroquinoline-5-carboxamide